NC([C@H](CC1=C(C=C(C=C1)Br)OC)NC(OC(C)(C)C)=O)=O tert-butyl (S)-(1-amino-3-(4-bromo-2-methoxyphenyl)-1-oxopropan-2-yl)carbamate